(R)-5-(1-(4-fluorophenyl)propyl)-2-(piperazin-1-yl)pyrimidine FC1=CC=C(C=C1)[C@@H](CC)C=1C=NC(=NC1)N1CCNCC1